2-p-nitrobenzylthioethylamine crotonate C(\C=C\C)(=O)O.[N+](=O)([O-])C1=CC=C(CSCCN)C=C1